bis(dipropylamino)ethyl-(3-isopropenylphenyl)silane C(CC)N(CCC)C(C[SiH2]C1=CC(=CC=C1)C(=C)C)N(CCC)CCC